C(C)(=O)OCC(=O)NC=1C=2C3=C(NC2C(=C(C1)Cl)Cl)CCNC(C3)=O 2-((7,8-Dichloro-2-oxo-1,2,3,4,5,6-hexahydroazepino[4,5-b]indol-10-yl)amino)-2-oxoethyl acetate